C1(CC1)C=1N=NN(C1)[C@H](C(=O)N1[C@@H](C[C@H](C1)O)C(=O)NCC12CCCC(C(N1)=O)C2)C(C)(C)C (2S,4r)-1-[(2S)-2-(4-cyclopropyl-triazol-1-yl)-3,3-dimethyl-butyryl]-4-hydroxy-N-[(7-oxo-6-azabicyclo[3.2.1]octane-5-yl)methyl]pyrrolidine-2-carboxamide